BrC=1C(=C2CCN(C2=CC1)C(=O)OCC1=CC=CC=C1)F benzyl 5-bromo-4-fluoro-indoline-1-carboxylate